CN(CCC1=CNC2=CC=C(C=C12)CS(=O)(=O)NC)C 1-[3-[2-(dimethylamino)ethyl]-1H-indol-5-yl]-N-methylmethanesulfonamide